6-(4-methoxypyrrolo[2,1-f][1,2,4]triazin-5-yl)-2-methyl-1-((1-methyl-1H-pyrazol-3-yl)methyl)-1H-imidazo[4,5-b]pyridine COC1=NC=NN2C1=C(C=C2)C=2C=C1C(=NC2)N=C(N1CC1=NN(C=C1)C)C